3-(2-bromo-4-fluorophenyl)-2,2-dimethylpentane-1,5-diol BrC1=C(C=CC(=C1)F)C(C(CO)(C)C)CCO